1,3-dilinoleoyl-glycerol C(CCCCCCC\C=C/C\C=C/CCCCC)(=O)OCC(O)COC(CCCCCCC\C=C/C\C=C/CCCCC)=O